ethyl 6-(((3R,5S)-5-(((R)-1-(4-carbamimidoylthiophen-2-yl)ethyl)carbamoyl)-3-fluoro-1-((4-phenoxybutanoyl)glycyl)pyrrolidin-3-yl)methoxy)hexanoate C(N)(=N)C=1C=C(SC1)[C@@H](C)NC(=O)[C@@H]1C[C@](CN1C(CNC(CCCOC1=CC=CC=C1)=O)=O)(F)COCCCCCC(=O)OCC